4,5-dihydro-1,2-oxazol-5-carboxylate O1N=CCC1C(=O)[O-]